N1C=C(C=C1)CC(=O)O (PYRROL-3-YL)-ACETIC ACID